FC(CN1CCC2=C(CC1)C=C(C=C2)[N+](=O)[O-])(F)F 2,2,2-Trifluoro-1-(7-nitro-1,2,4,5-tetrahydro-3H-benzo[d]azepin-3-yl)ethane